CC1=NC(=C(C(=C1C(=O)OCCOC1OCCOC1)NC(NC(C(Cl)(Cl)Cl)=O)=O)Cl)Cl 2-((1,4-Dioxan-2-yl)oxy)ethanol methyl-5,6-dichloro-4-[(2,2,2-trichloroacetyl)carbamoylamino]pyridine-3-carboxylate